5-acetyl-3-methylthiophene C(C)(=O)C1=CC(=CS1)C